C(C1=CC=CC=C1)OC1=CC=C(C2=C1N=C(O2)N2CC1CCC(C2)N1C(=O)OC(C)(C)C)C1=NC=CC=C1 tert-Butyl 3-(4-(benzyloxy)-7-(pyridin-2-yl)benzo[d]oxazol-2-yl)-3,8-diazabicyclo[3.2.1]octane-8-carboxylate